C(C)N1C=NC2=C1N=NC=C2C=2C=CC(=C(C2)C2=CC1=C(N(C(O1)=O)CCOC)C=C2OC)F 6-(5-(7-ethyl-7H-imidazo[4,5-c]pyridazin-4-yl)-2-fluorophenyl)-5-methoxy-3-(2-Methoxyethyl)benzo[d]oxazole-2(3H)-one